p-acetoxyl-phenol O(C(=O)C)C1=CC=C(C=C1)O